CC(CCCCCCCCCCCCCCCCCC)O eicosane-2-ol